C1(=CC=CC=C1)PC1=C(C=CC=C1)C1=C(C=C(C=C1C(C)C)C(C)C)C(C)C phenylphosphino-2',4',6'-triisopropylbiphenyl